ClC=1C=C(C(=O)NC23CC(C2)(C3)C(C(=O)NC=3C=NC(=CC3)Cl)C)C=CC1 3-chloro-N-(3-(1-((6-chloropyridin-3-yl)amino)-1-oxopropan-2-yl)bicyclo[1.1.1]pentan-1-yl)benzamide